chloro-2-{1-[(1-methoxycyclopropyl)methyl]-1H-pyrazol-4-yl}-7-[(2-methyl-1H-1,3-benzodiazol-6-yl)oxy]quinoxaline ClC=1C(=NC2=CC(=CC=C2N1)OC=1C=CC2=C(NC(=N2)C)C1)C=1C=NN(C1)CC1(CC1)OC